NCC1=CC=C(C=C1)NC(=O)C1=CC2=C(OCCC3=C2SC=C3)C=C1C=1C(=NC(=CC1)C(NC1CCCCCC1)=O)C(=O)OC methyl 3-(9-((4-(aminomethyl)phenyl)carbamoyl)-4,5-dihydrobenzo[b]thieno[2,3-d]oxepin-8-yl)-6-(cycloheptylcarbamoyl)picolinate